Methyl 1-[2-benzyloxy-4-(2-benzyloxy-2-oxo-ethyl)-5-fluoro-phenyl]cyclopropanecarboxylate C(C1=CC=CC=C1)OC1=C(C=C(C(=C1)CC(=O)OCC1=CC=CC=C1)F)C1(CC1)C(=O)OC